FC=1C(=CC=2C3=C(NC(C2C1)=O)COC[C@@H]3N(C(=O)NC3=CC=CC=C3)C)F (R)-1-(8,9-difluoro-6-oxo-1,4,5,6-tetrahydro-2H-pyrano[3,4-c]isoquinolin-1-yl)-1-methyl-3-phenylurea